1,1-bis(4-hydroxyphenyl)cycloundecane OC1=CC=C(C=C1)C1(CCCCCCCCCC1)C1=CC=C(C=C1)O